ClC(=CC(=CC(F)(F)F)Cl)Cl 1,1,3-trichloro-5,5,5-trifluoro-1,3-pentadiene